4-Methoxysalicylic acid potassium [K].COC=1C=C(C(C(=O)O)=CC1)O